C[C@@H]1O[C@@H](CN(C1)C1=CC=CC(=N1)C1=NC2=CC(=NC=C2C=C1)CNC(=O)C1=CC2=C(S1)C(=CO2)S(=O)(=O)C)C N-((2-(6-((2S,6R)-2,6-dimethylmorpholino)pyridin-2-yl)-1,6-naphthyridin-7-yl)methyl)-3-(methylsulfonyl)-4H-furo[3,2-b]thiophene-5-carboxamide